N[C@H](C(NCCC(N[C@H](C(NCC(=O)OC(C)(C)C)=O)CCCCNC(=O)OCC(Cl)(Cl)Cl)=O)=O)[C@@H](C(NCCC(N[C@H](C(NCC(=O)OC(C)(C)C)=O)CCCCNC(=O)OCC(Cl)(Cl)Cl)=O)=O)N (5S,12S,13S,20S)-di-tert-butyl 12,13-diamino-4,7,11,14,18,21-hexaoxo-5,20-bis(4-(((2,2,2-trichloroethoxy) carbonyl) amino) butyl)-3,6,10,15,19,22-hexaazatetracosane-1,24-dioate